ClC=1C=C(C=CC1OCC1(CC1)C)C(=O)N1CCN(CC1)C=1OC=2C(=NC(=CC2)Cl)N1 [3-chloro-4-[(1-methylcyclopropyl)methoxy]phenyl]-[4-(5-chlorooxazolo[4,5-b]pyridin-2-yl)piperazin-1-yl]methanone